O=C1NC(CCC1N1C(N(C2=C1C=CC=C2N2CCC(CC2)N(C)CC2CCC(CC2)N2N=C1C=C(C(=CC1=C2)NC(OC(C)(C)C)=O)C(C)(C)O)C)=O)=O tert-butyl N-[2-[4-[[[1-[1-(2,6-dioxo-3-piperidyl)-3-methyl-2-oxo-benzimidazol-4-yl]-4-piperidyl]-methyl-amino]methyl]cyclohexyl]-6-(1-hydroxy-1-methyl-ethyl)indazol-5-yl]carbamate